tris[2-tert-butyl 4-(5-tert-butyl 4-hydroxy-2-methyl phenyl)sulfanyl 5-methyl phenyl] phosphite P(OC1=C(C=C(C(=C1)C)SC1=C(C=C(C(=C1)C(C)(C)C)O)C)C(C)(C)C)(OC1=C(C=C(C(=C1)C)SC1=C(C=C(C(=C1)C(C)(C)C)O)C)C(C)(C)C)OC1=C(C=C(C(=C1)C)SC1=C(C=C(C(=C1)C(C)(C)C)O)C)C(C)(C)C